CC1=CC=C(C=C1)S(=O)C2=CC=C(C=C2)C ditolyl sulfoxide